(Z)-4-(mesitylamino)pent-3-en C1(=C(C(=CC(=C1)C)C)N\C(=C/CC)\C)C